NC1=C(C=C(C=C1)P(C)(C)=O)[N+](=O)[O-] (4-amino-3-nitrophenyl)dimethyl-phosphine oxide